3-(2,8-diphenyl-1-oxaspiro[4.5]decan-2-yl)-1-methyl-1H-indole C1(=CC=CC=C1)C1(OC2(CC1)CCC(CC2)C2=CC=CC=C2)C2=CN(C1=CC=CC=C21)C